α-(propylsulfonyloxyimino)-p-methylphenylacetonitrile C(CC)S(=O)(=O)ON=C(C#N)C1=CC=C(C=C1)C